ClC1=C(C=CC=C1)C1C(NC=2C=C(C=C(C2C1=O)C(=O)OC)F)C1COCC1 methyl 3-(2-chlorophenyl)-7-fluoro-4-oxo-2-(oxolan-3-yl)-2,3-dihydro-1H-quinoline-5-carboxylate